tert-butyl (R)-2-(6-((6-(4-(1-(3-(tert-butyl)-1,2,4-oxadiazole-5-carboxamido) ethyl)-3-methylphenyl) pyrimidin-4-yl) amino) pyridin-3-yl)-2,7-diazaspiro[3.5]nonane-7-carboxylate C(C)(C)(C)C1=NOC(=N1)C(=O)N[C@H](C)C1=C(C=C(C=C1)C1=CC(=NC=N1)NC1=CC=C(C=N1)N1CC2(C1)CCN(CC2)C(=O)OC(C)(C)C)C